The molecule is a triterpenoid saponin isolated from the stem bark of Albizia chinensis that exhibits cytotoxic activity against a small panel of human tumour cell lines. It has a role as an antineoplastic agent and a plant metabolite. It derives from an acacic acid. C[C@@H]1[C@H]([C@@H]([C@H]([C@@H](O1)O[C@@](C)(CC/C=C(\\CO)/C(=O)O[C@@H]2[C@H]([C@@H]([C@H](O[C@H]2O[C@@](C)(CC/C=C(\\C)/C(=O)O[C@@H]3[C@H](O[C@H]([C@@H]([C@H]3O)O)O[C@@](C)(CC/C=C(\\CO)/C(=O)O[C@H]4C[C@@]5([C@@H](C[C@@]6(C(=CC[C@H]7[C@]6(CC[C@@H]8[C@@]7(CC[C@@H](C8(C)C)O[C@H]9[C@@H]([C@H]([C@@H]([C@H](O9)CO[C@H]1[C@@H]([C@H]([C@H]([C@H](O1)C)O)O)O[C@H]1[C@@H]([C@H]([C@@H](CO1)O)O)O)O)O)O)C)C)[C@@H]5CC4(C)C)C)O)C(=O)O[C@H]1[C@@H]([C@H]([C@@H]([C@H](O1)CO)O)O)O[C@H]1[C@@H]([C@@H]([C@H]([C@@H](O1)C)O[C@H]1[C@@H]([C@H]([C@@H](O1)CO)O)O)O[C@H]1[C@@H]([C@H]([C@@H]([C@H](O1)CO)O)O)O)O)C=C)C)C=C)C)O)O)C=C)O)O)O